O[C@@H]1C[C@H](N(C1)C([C@H](C(C)C)N1C(C2=CC=CC=C2C1)=O)=O)C(=O)NCC1=C(OCCCCCCCCCCC(=O)OCC2=CC=CC=C2)C=C(C=C1)C1=C(N=CS1)C benzyl 11-[2-[[[(2S,4R)-4-hydroxy-1-[(2S)-3-methyl-2-(1-oxoisoindolin-2-yl)butanoyl] pyrrolidine-2-carbonyl]amino]methyl]-5-(4-methylthiazol-5-yl)phenoxy]undecanoate